3-(3-((((2R,3S,4R,5R)-5-(6-amino-9H-purin-9-yl)-3,4-dihydroxytetrahydrofuran-2-yl)methyl)amino)prop-1-yn-1-yl)benzamide NC1=C2N=CN(C2=NC=N1)[C@H]1[C@@H]([C@@H]([C@H](O1)CNCC#CC=1C=C(C(=O)N)C=CC1)O)O